BrCC(C(CCCCC#N)C=1C=C(C=CC1)/C=C(/C(=O)OC)\C)=O methyl (E)-3-(3-(1-bromo-7-cyano-2-oxoheptan-3-yl)phenyl)-2-methylacrylate